mono-methylsuccinate COC(CCC(=O)[O-])=O